C(C)N1C(NC2=C(C1=S)N=CC(=C2)CN2CCN(CC2)C=2C=CC(=NC2)C(=O)NC)=O 5-(4-((3-ethyl-2-oxo-4-thioxo-1,2,3,4-tetrahydropyrido[3,2-d]pyrimidin-7-yl)methyl)piperazin-1-yl)-N-methylpicolinamide